C1(=CC=CC=C1)COC1=C(C=CC(=C1)F)[N+](=O)[O-] 2-(phenylmethyloxy)-4-fluoro-1-nitrobenzene